N2-(2,2-Difluoroethyl)-4-methyl-N5-((R)-2-methyl-3-oxo-3-(((S)-11-oxo-2,3,10,11-tetrahydro-1H,5H-benzo[d]pyrazolo[1,2-a][1,2]diazepin-10-yl)amino)propyl)thiazole-2,5-dicarboxamide FC(CNC(=O)C=1SC(=C(N1)C)C(=O)NC[C@H](C(N[C@H]1C2=C(CN3N(C1=O)CCC3)C=CC=C2)=O)C)F